N-(1-(2-(2,6-dioxopiperidin-3-yl)-1,3-dioxoisoindolin-5-yl)piperidin-4-yl)-5-(4-((7-ethyl-6-oxo-5,6-dihydro-1,5-naphthyridin-3-yl)methyl)piperazin-1-yl)picolinamide O=C1NC(CCC1N1C(C2=CC=C(C=C2C1=O)N1CCC(CC1)NC(C1=NC=C(C=C1)N1CCN(CC1)CC=1C=NC=2C=C(C(NC2C1)=O)CC)=O)=O)=O